C1(CCCC1)C1=C(C(=O)O)C=CC(=C1)C=1C=2C(N=CC1F)=CN(N2)C2=CC(=CC(=C2)OC)F 2-cyclopentyl-4-(6-fluoro-2-(3-fluoro-5-methoxyphenyl)-2H-pyrazolo[4,3-b]pyridin-7-yl)benzoic acid